C(#C)C1CCC(CC1)N1CCN(CC1)C1=CC=C(C=C1)N1CNCC=C1 1-(4-(4-(4-ethynylcyclohexyl)piperazin-1-yl)phenyl)dihydropyrimidine